2-[2-(7,7-Difluoro-3,3a,4,5,6,7a-hexahydro-1H-isoindol-2-yl)-3-quinolinyl]-4-oxo-1H-1,6-naphthyridine-5-carboxamide FC1(CCCC2CN(CC12)C1=NC2=CC=CC=C2C=C1C=1NC=2C=CN=C(C2C(C1)=O)C(=O)N)F